FC(C(=O)O)(F)F.ClC=1C(=CC(=C(C1)S(=O)(=O)NC=1SC=CN1)F)NC(CN(C)C)C1=CC=CC=C1 5-chloro-4-((2-(dimethylamino)-1-phenylethyl)amino)-2-fluoro-N-(thiazol-2-yl)benzenesulfonamide 2,2,2-trifluoroacetate